O=C1NCNCN1 4-oxo-1,3,5-triazinan